2-(4-(tert-butyl)cyclohexanecarbonyl)-N-(7-methoxy-1H-benzo[d]imidazol-2-yl)hydrazinecarbothioamide C(C)(C)(C)C1CCC(CC1)C(=O)NNC(NC1=NC2=C(N1)C(=CC=C2)OC)=S